O1N=C(C2=C1C=CC=C2)C2=C(C=CC=C2Br)[C@H](CC2=NC=CC=C2)N (S)-1-[2-(Benzo[d]isoxazol-3-yl)-3-bromophenyl]-2-(pyridine-2-yl)ethan-1-amine